tert-butyl 2-((bis(4-((ethoxymethoxy)methyl)-3-(4,4,5,5-tetramethyl-1,3,2-dioxaborolan-2-yl)-5-(trifluoromethyl)phenyl)(oxo)-λ6-sulfanylidene)-amino)acetate C(C)OCOCC1=C(C=C(C=C1C(F)(F)F)S(=O)(C1=CC(=C(C(=C1)C(F)(F)F)COCOCC)B1OC(C(O1)(C)C)(C)C)=NCC(=O)OC(C)(C)C)B1OC(C(O1)(C)C)(C)C